1-tetradecyl-3-methylimidazolium chloride salt [Cl-].C(CCCCCCCCCCCCC)N1C=[N+](C=C1)C